9-((3'-(2-(dimethylamino)ethoxy)-[1,1'-biphenyl]-4-yl)methyl)-2-(2-isopropylphenyl)-7-methyl-7,9-dihydro-8H-purin-8-one CN(CCOC=1C=C(C=CC1)C1=CC=C(C=C1)CN1C2=NC(=NC=C2N(C1=O)C)C1=C(C=CC=C1)C(C)C)C